NC=1N=NC(=CC1C=1C=NN(C1)C1C(CN(CC1)C(=O)OC(C)(C)C)(F)F)Cl tert-butyl 4-(4-(3-amino-6-chloropyridazin-4-yl)-1H-pyrazol-1-yl)-3,3-difluoropiperidine-1-carboxylate